C(C)(C)(C)OC(C1=NC(=CC=C1C=1C=NN(C1)CC1=CC=C(C=C1)O)N1CC2=C(C=CC=C2CC1)C(NC=1SC2=C(N1)C=CC=C2)=O)=O 6-(8-(benzo[d]thiazol-2-ylcarbamoyl)-3,4-dihydroisoquinolin-2(1H)-yl)-3-(1-(4-hydroxybenzyl)-1H-pyrazol-4-yl)picolinic acid tert-butyl ester